1-(2-(4-(2-(Dioctylamino)ethyl)piperazin-1-yl)ethyl)-N1,N2,N2-tridodecylethane-1,2-diamine C(CCCCCCC)N(CCN1CCN(CC1)CCC(CN(CCCCCCCCCCCC)CCCCCCCCCCCC)NCCCCCCCCCCCC)CCCCCCCC